FC(C(=C)C)(F)C1=CC=CC=2NC(=NC21)CN2C(C(=CC=C2)NC([C@H](CC\C=C\C(=O)N(C)C)NC(OC)=O)=O)=O methyl (S,E)-(1-((1-((4-(1,1-difluoro-2-methylallyl)-1H-benzo[d]imidazol-2-yl)methyl)-2-oxo-1,2-dihydropyridin-3-yl)amino)-7-(dimethylamino)-1,7-dioxohept-5-en-2-yl)carbamate